(R,S)-5,7-difluorotryptophane FC1=CC(=C2NC=C(C[C@@H](N)C(=O)O)C2=C1)F